S1C/2(SCC1)C1CC1C\C2=N/O (E)-spiro[bicyclo[3.1.0]hexane-2,2'-[1,3]dithiolan]-3-one oxime